isooctyl-4-pyridinecarboxylic acid C(CCCCC(C)C)C1=NC=CC(=C1)C(=O)O